2-(4-aminophenyl)sulfonylethyl hydrogen sulphate S(=O)(=O)(OCCS(=O)(=O)C1=CC=C(C=C1)N)O